5-aminohexahydrocyclopenta[c]pyrrole NC1CC2C(CNC2)=C1